C(#N)C1(CC1)NC([C@H](CC=1OC2=C(N1)C=CC(=C2)C2=CC(=NC=C2)C2CC2)NC(=O)C2=CC(=NN2C2CC2)C2(CC2)C)=O (S)-N-(1-((1-cyanocyclopropyl)amino)-3-(6-(2-cyclopropyl-pyridin-4-yl)benzo[d]oxazol-2-yl)-1-oxopropan-2-yl)-1-cyclopropyl-3-(1-methylcyclopropyl)-1H-pyrazole-5-carboxamide